C1(CCCCC1)S(=O)(=O)NC1=CC=C(C=C1)C1=NNC(=C1C(=O)N)NC1=NC=CN=C1 3-(4-(cyclohexane-sulfonamido)phenyl)-5-(pyrazin-2-ylamino)-1H-pyrazole-4-carboxamide